N-(5-(2-((1R,4S)-2-azabicyclo[2.2.1]heptan-2-yl)acetamido)-2-methylpyridin-3-yl)-6-(1-(2-cyanoethyl)-1H-pyrazol-4-yl)pyrazolo[1,5-a]pyrazine-3-carboxamide [C@@H]12N(C[C@@H](CC1)C2)CC(=O)NC=2C=C(C(=NC2)C)NC(=O)C=2C=NN1C2C=NC(=C1)C=1C=NN(C1)CCC#N